C(C)N1CC=2C(=NC=CC2C1=O)N[C@@H](C)C1=CC(=C(C=C1)C(C1=CN=CC=C1)=O)F (S)-2-ethyl-4-((1-(3-fluoro-4-nicotinoylphenyl)ethyl)amino)-2,3-dihydro-1H-pyrrolo[3,4-c]pyridin-1-one